C(C)N(CC)CC(=O)[O-] DI-ETHYLAMINOACETATE